C(C)OC(=O)C=1OC2=C(C1C)C=C(C=C2)S(NC2=CC(=CC=C2)[N+](=O)[O-])(=O)=O 3-methyl-5-(N-(3-Nitrophenyl)sulfamoyl)benzofuran-2-carboxylic acid ethyl ester